N=1C=CN2N=C(C=CC21)N2CCN(CC2)C(=O)NCCC2=CC(=CC=C2)OC 4-(imidazo[1,2-b]pyridazine-6-yl)-N-(3-methoxyphenethyl)piperazine-1-carboxamide